O1C2=C(OCC1)C(=CC=C2)/C=C/C(=O)NC(CN2N=CN=C2)C2=CC=CC=C2 (E)-3-(2,3-dihydrobenzo[b][1,4]dioxin-5-yl)-N-(1-phenyl-2-(1H-1,2,4-triazol-1-yl)ethyl)acrylamide